2-(azetidin-3-yl)ethanol HCl Cl.N1CC(C1)CCO